N-(4-((4-nitrobenzyl)amino)phenyl)octanamid [N+](=O)([O-])C1=CC=C(CNC2=CC=C(C=C2)NC(CCCCCCC)=O)C=C1